O[C@H]1[C@H](CCC=2C=CC(=CC12)C(=O)N)[C@H]1N2C(C3=CC=CC=C13)=CN=C2 (7R,8S)-8-Hydroxy-7-((R)-5H-imidazo[5,1-a]isoindol-5-yl)-5,6,7,8-tetrahydronaphthalen-2-carboxamid